6-amino-1-butyl-3-((2-(trimethylsilyl)ethoxy)methyl)pyrimidine-2,4(1H,3H)-dione NC1=CC(N(C(N1CCCC)=O)COCC[Si](C)(C)C)=O